octane-1-carboxamide C(CCCCCCC)C(=O)N